ClC1=C(C=C2C=C(N=CC2=C1)NC(=O)[C@@H]1[C@@H](C1)C1CCOCC1)C1CCN(CC1)[C@@]1(COC[C@@H]1F)C (1S,2S)-N-(7-chloro-6-(1-((3R,4R)-4-fluoro-3-methyltetrahydrofuran-3-yl)piperidin-4-yl)isoquinolin-3-yl)-2-(tetrahydro-2H-pyran-4-yl)cyclopropane-1-carboxamide